3-amino-6-hydroxy-2-sulfo-benzoic acid NC=1C(=C(C(=O)O)C(=CC1)O)S(=O)(=O)O